Cl.O=CCCCC(=O)O 5-oxopentanoate hydrochloride